(E)-3-(4-Methylphenyl)-1-(2,4,6-trihydroxyphenyl)prop-2-en-1-one CC1=CC=C(C=C1)/C=C/C(=O)C1=C(C=C(C=C1O)O)O